O=C1NC(CCC1N1CC=2C(N(C=CC2C1=O)C1CC2(C1)CCN(CC2)C(=O)OC(C)(C)C)=O)=O tert-butyl 2-(2-(2,6-dioxopiperidin-3-yl)-1,4-dioxo-1,2,3,4-tetrahydro-5H-pyrrolo[3,4-c]pyridin-5-yl)-7-azaspiro[3.5]nonane-7-carboxylate